S(SC[C@@H]([C@H](CS(=O)[O-])N=[N+]=[N-])N=[N+]=[N-])C[C@@H]([C@H](CS(=O)[O-])N=[N+]=[N-])N=[N+]=[N-].[Na+].[Na+] sodium (2R,2'R,3R,3'R)-4,4'-disulfanediylbis(2,3-diazidobutane-1-sulfinate)